C(C)(C)(C)OC(NC1=C(C(=CC=C1)CC=1C(OC2=CC(=CC=C2C1C)OC1=NC=CC=C1F)=O)OC)=O.C1(=CC=CC=C1)S(=O)(=O)N1CCCCC1 N-(benzenesulfonyl)piperidine tert-butyl-N-[3-[[7-[(3-fluoro-2-pyridyl)oxy]-4-methyl-2-oxo-chromen-3-yl]methyl]-2-methoxy-phenyl]carbamate